(S)-5-fluoro-N-methyl-6-(trifluoromethyl)-2,3-dihydrobenzofuran-3-amine hydrochloride Cl.FC=1C(=CC2=C([C@@H](CO2)NC)C1)C(F)(F)F